NC1=NC(N(C=C1)[C@@H]1O[C@]([C@H]([C@]1(C)O)O)(C)CO)=O 4-amino-1-((2R,3S,4S,5R)-3,4-dihydroxy-5-(hydroxymethyl)-3,5-dimethyltetrahydrofuran-2-yl)pyrimidin-2(1H)-one